C(C)N1C(N(C2=NC(=NC=C12)SC)C1CCOCC1)=O 7-ethyl-2-(methylsulfanyl)-9-(tetrahydro-2H-pyran-4-yl)-7,9-dihydro-8H-purin-8-one